NC1=NC=2C=C(C(=CC2C2=C1C=NN2C)C(=O)N2CC(C2)(C2=CC=C(C=C2)C(F)(F)F)O)F (4-amino-7-fluoro-1-methyl-1H-pyrazolo[4,3-c]quinolin-8-yl)(3-hydroxy-3-(4-(trifluoromethyl)phenyl)-1-azetidinyl)methanone